CNC\C=C\[Sn](CCCC)(CCCC)CCCC (E)-N-methyl-3-(tributylstannyl)prop-2-en-1-amine